N=1C=NN2C1C=C(C=C2)OC2=CC(=C(C=C2Cl)NC2=NC=NC1=CC=C(C=C21)OC2CCN(CC2)C(C=C)=O)C(C)(C)O 1-(4-((4-((4-([1,2,4]triazolo[1,5-a]pyridin-7-yloxy)-5-chloro-2-(2-hydroxypropan-2-yl)phenyl)amino)quinazolin-6-yl)oxy)piperidin-1-yl)prop-2-en-1-one